5-bromo-1-isopropyl-methylpyridin-2-amine BrC=1C=C(C(N(C1)C(C)C)N)C